iodine silver [Ag].[I]